FC(C1=C(C=CC=C1)N1C(NC2=NC=CC=C21)=O)(F)F 1-(2-(trifluoromethyl)phenyl)-1H-imidazo[4,5-b]pyridin-2(3H)-one